C(C)C=1C(NC=2C=C(C=NC2C1)CN1C2CN(CC1C2)C2=CC(=C(C(=O)NC)C=C2)F)=O 4-(6-((7-ethyl-6-oxo-5,6-dihydro-1,5-naphthyridin-3-yl)methyl)-3,6-diazabicyclo[3.1.1]heptan-3-yl)-2-fluoro-N-methylbenzamide